9H-Fluoren-9-ylisocyanat C1=CC=CC=2C3=CC=CC=C3C(C12)N=C=O